FC(C1=CC=C(C=C1)C1=NC(=NC=C1)C(=O)O)(F)F 4-(4-(trifluoromethyl)phenyl)pyrimidine-2-carboxylic acid